2-[2,6-difluoro-4-[3-[1-[5-(methoxymethyl)pyrimidin-2-yl]-4-piperidyl]propoxy]phenyl]-1-[3-hydroxy-3-[[[3-hydroxy-2,2-bis(hydroxymethyl)propyl]amino]methyl]pyrrolidin-1-yl]ethanone FC1=C(C(=CC(=C1)OCCCC1CCN(CC1)C1=NC=C(C=N1)COC)F)CC(=O)N1CC(CC1)(CNCC(CO)(CO)CO)O